(S)-tert-butyl (1-(4-bromophenyl)-3-hydroxypropyl)carbamate BrC1=CC=C(C=C1)[C@H](CCO)NC(OC(C)(C)C)=O